(5-bromo-8-(methylamino)-2,7-naphthyridin-3-yl)acetamide BrC1=C2C=C(N=CC2=C(N=C1)NC)CC(=O)N